C(C)N1C=2C3=CC=C(C(O[C@@H](C4=CC(=CC=C4C4=CC(=NN4NC2N=N1)C)F)C)=C3)N (19R)-3-ethyl-16-fluoro-10,19-dimethyl-20-oxa-hexaazapentacyclo[19.3.1.02,6.08,12.013,18]pentacosa-1(24),2(6),4,9,11,13,15,17,21(25),22-decaen-22-amine